5-(5-(8-(7-Acetyl-3-ethyl-5,6,7,8-tetrahydroimidazo[1,5-a]pyrazin-1-yl)isoquinolin-3-yl)pyridin-2-yl)hexahydropyrrolo[3,4-c]pyrrol C(C)(=O)N1CC=2N(CC1)C(=NC2C=2C=CC=C1C=C(N=CC21)C=2C=CC(=NC2)N2CC1C(C2)CNC1)CC